F[C@@]1(OC(O[C@@]1(CC)F)=O)CC trans-4,5-difluoro-4,5-diethyl-1,3-dioxolan-2-one